tert-butyl 4-[(S)-amino(phenyl)methyl]piperidine-1-carboxylate N[C@@H](C1CCN(CC1)C(=O)OC(C)(C)C)C1=CC=CC=C1